NC1=C(C=2C(=NC(=C(C2)C)C)N1C1=C(C=C2C=NNC2=C1C)C)C#N 2-Amino-1-(5,7-dimethyl-1H-indazol-6-yl)-5,6-dimethyl-1H-pyrrolo[2,3-b]pyridine-3-carbonitrile